5-(6-(tert-butylamino)-4-(trifluoromethyl)pyridin-3-yl)-N-((2R,3R)-3-hydroxybut-2-yl)-4-((S)-2-methylpyrrolidine-1-carbonyl)thiazole-2-carboxamide C(C)(C)(C)NC1=CC(=C(C=N1)C1=C(N=C(S1)C(=O)N[C@H](C)[C@@H](C)O)C(=O)N1[C@H](CCC1)C)C(F)(F)F